(E)-3-ethoxy-3-oxopropionic acid C(C)OC(CC(=O)O)=O